ClC1=CC=C(C=C1)C(=O)C1=NC=CC=C1 (4-chlorophenyl)-(pyridine-2-yl) ketone